2,2,2-Trifluoroethyl 2-[2-[3-[ethyl(methyl)amino]phenyl]-1-piperidyl]-2-oxo-acetate C(C)N(C=1C=C(C=CC1)C1N(CCCC1)C(C(=O)OCC(F)(F)F)=O)C